rac-(6S,9S)-9-(1,3-Benzothiazol-5-yl)-6-methyl-1,4-dioxa-8-Azaspiro[4.5]Decane S1C=NC2=C1C=CC(=C2)[C@H]2NC[C@@H](C1(OCCO1)C2)C |r|